tert-butyl 2-(((1-(4-fluoro-3-(trifluoromethyl)phenyl)cyclopropyl)(2-hydroxy-2-methylpropyl)amino)methyl)azetidine-1-carboxylate FC1=C(C=C(C=C1)C1(CC1)N(CC(C)(C)O)CC1N(CC1)C(=O)OC(C)(C)C)C(F)(F)F